2-(3-(1-(tert-Butoxycarbonyl)piperidine-4-carbonyl)-1H-pyrrolo[2,3-c]-pyridin-1-yl)-5-fluorobenzoic acid C(C)(C)(C)OC(=O)N1CCC(CC1)C(=O)C1=CN(C2=CN=CC=C21)C2=C(C(=O)O)C=C(C=C2)F